methyl 2-bromomethyl-3-(tert-butyl-dimethyl-silanyloxy)-benzoate BrCC1=C(C(=O)OC)C=CC=C1O[Si](C)(C)C(C)(C)C